CC(C(=O)OC1=C(C2=C(C(=CCCC2)OS(=O)(=O)C(F)(F)F)C=C1)F)(C)C 4-fluoro-9-(trifluoromethanesulfonyloxy)-6,7-dihydro-5H-benzo[7]annulen-3-yl 2,2-dimethylpropionate